(R)-N-(3-(difluoromethoxy)benzylidene)-2-methylpropane-2-sulfinamide FC(OC=1C=C(C=N[S@](=O)C(C)(C)C)C=CC1)F